1,1-dibenzyl-3-(3,4-dichlorobenzyl)urea C(C1=CC=CC=C1)N(C(=O)NCC1=CC(=C(C=C1)Cl)Cl)CC1=CC=CC=C1